CC1=NC(=CC(=C1)C=1NC2=CC=C(C=C2C1C(C)C)C1CCC(CC1)CN(C)C)C 1-(4-(2-(2,6-Dimethylpyridin-4-yl)-3-isopropyl-1H-indol-5-yl)cyclohexyl)-N,N-dimethylmethanamin